COC(=O)C1NCCN(C1)S(=O)(=O)C 4-(methylsulfonyl)piperazine-2-carboxylic acid methyl ester